CNCC1=CC=C(C=C1)CNC methyl({4-[(methylamino)methyl]phenyl}methyl)amine